C(C1=CC=CC=C1)[C@H]1N(C(OC1)=O)C([C@@H](CCC=O)CC1=CC(=C(C=C1)Cl)F)=O (S)-5-((R)-4-benzyl-2-oxooxazolidin-3-yl)-4-(4-chloro-3-fluorobenzyl)-5-oxopentanal